FC1=CC=C(C=C1)[C@H]1C2=C(NC[C@H]1NC(C1=CC(=CC=C1)C)=O)N(N=C2C)C2=CC=CC=C2 N-[(4S,5S)-4-(4-fluorophenyl)-3-methyl-1-phenyl-1H,4H,5H,6H,7H-pyrazolo[3,4-b]pyridin-5-yl]-3-methylbenzamide